ClC1=C(C=CC(=C1)C(F)(F)F)NC(=O)C1(CCC1)N1N=CC(=C1C)C#CC1CN(C1)C=1C=C2C(N(C(C2=CC1)=O)C1C(NC(CC1)=O)=O)=O N-(2-chloro-4-(trifluoromethyl)phenyl)-1-(4-((1-(2-(2,6-dioxopiperidin-3-yl)-1,3-dioxoisoindolin-5-yl)azetidin-3-yl)ethynyl)-5-methyl-1H-pyrazol-1-yl)cyclobutane-1-carboxamide